ClC=1C=C(C(=O)N2CC=3C(=NN4C3C(N(C[C@H]4C)C(C)C=4C=NC(=CC4)C(C)(C)O)=O)C[C@H]2C)C=CC1Cl (3R,7R)-2-(3,4-dichlorobenzoyl)-9-(1-(6-(2-hydroxypropan-2-yl)pyridin-3-yl)ethyl)-3,7-dimethyl-1,2,3,4,8,9-hexahydropyrido[4',3':3,4]pyrazolo[1,5-a]pyrazin-10(7H)-one